N1=C(C=CC=C1)CN(CC#C)CC1=NC=CC=C1 N,N-bis(pyridin-2-ylmethyl)prop-2-yn-1-amine